rhodium thiourea NC(=S)N.[Rh]